(1S,3R,4S,5R)-3-((5-chloro-4-(4-fluoro-2-(2-hydroxypropan-2-yl)-1-isopropyl-1H-benzo[d]imidazol-6-yl)pyrimidin-2-yl)amino)-6,8-dioxabicyclo[3.2.1]octan-7,7-d2-4-ol ClC=1C(=NC(=NC1)N[C@@H]1C[C@H]2C(O[C@@H]([C@H]1O)O2)([2H])[2H])C=2C=C(C1=C(N(C(=N1)C(C)(C)O)C(C)C)C2)F